N1NNNNN1 cyclohexazane